OC(C)C=1SC(=CN1)C1=NC(=NC=C1C(F)(F)F)NC1CCN(CC1)S(=O)(=O)C=1C=NN(C1)CC(=O)N 2-(4-((4-((4-(2-(1-hydroxyethyl)thiazol-5-yl)-5-(trifluoromethyl)pyrimidin-2-yl)amino)piperidin-1-yl)sulfonyl)-1H-pyrazol-1-yl)acetamide